(1,3-dihydroxy-2-propoxy)methyl-barbiturate OCC(CO)OCC1C(NC(NC1=O)=O)=O